CN1C(NCC1C(=O)NC=1C=C(C=C2C=NNC12)OC1=NC=C(C=C1)C(F)(F)F)=O 3-methyl-2-oxo-N-(5-((5-(trifluoromethyl)pyridin-2-yl)oxy)-1H-indazol-7-yl)imidazolidine-4-carboxamide